COC(C1=CC=C(C=C1)C=1SC=C(N1)CO)=O 4-(4-(hydroxymethyl)thiazol-2-yl)benzoic acid methyl ester